ClC1=CC2=C(N=C(O2)OC2=CC=C(OC(C(=O)O)C)C=C2)C=C1 2-[4-[(6-chloro-1,3-benzoxazol-2-yl)oxy]phenoxy]propionic acid